octabromotrimethylphenyl-indane BrC1C(C(C2(C(C(C(C2=C1)(C1=CC=CC=C1)C)(C)C)(Br)Br)Br)(Br)Br)(Br)Br